[(2S)-2-[4-[[2-allyl-1-[(7R)-7-ethyl-7-hydroxy-5,6-dihydrocyclopenta[b]pyridin-2-yl]-3-oxo-pyrazolo[3,4-d]pyrimidin-6-yl]amino]phenyl]-2-hydroxy-ethyl] methanesulfonate CS(=O)(=O)OC[C@@H](O)C1=CC=C(C=C1)NC1=NC=C2C(=N1)N(N(C2=O)CC=C)C2=CC=C1C(=N2)[C@@](CC1)(O)CC